FC(OC1=CC=CC=2C(N([C@H]3C=4N([C@@H](C21)C3)C3=C(N4)C=CC(=C3)C#CC3OCCC3)C([2H])([2H])[2H])=O)F (7R,14R)-1-(difluoromethoxy)-6-(methyl-d3)-11-((tetrahydrofuran-2-yl)ethynyl)-6,7-dihydro-7,14-methanobenzo[f]benzo[4,5]imidazo[1,2-a][1,4]diazocin-5(14H)-one